3-[3-[6-(1-methylpyrazol-4-yl)pyrrolo[1,2-b]pyridazin-4-yl]-3,8-diazabicyclo[3.2.1]oct-8-yl]-1-(trifluoromethyl)cyclobutan-1-ol CN1N=CC(=C1)C=1C=C2N(N=CC=C2N2CC3CCC(C2)N3C3CC(C3)(O)C(F)(F)F)C1